O1CCN(CC1)C1=NC(=NC(=N1)C=1SC(=CC1)CN1CCOCC1)C=1C=C(C=CC1)O 3-(4-morpholino-6-(5-(morpholinomethyl)thiophen-2-yl)-1,3,5-triazin-2-yl)phenol